(R)-N-(1-(dimethylamino)propan-2-yl)-8-methoxy-5,6-dimethyl-6H-pyrido[4,3-b]carbazole-1-carboxamide CN(C[C@@H](C)NC(=O)C1=NC=CC2=C(C=3N(C=4C=C(C=CC4C3C=C21)OC)C)C)C